t-Butyl Perbenzoat C1=CC=CC=C1C(=O)OOC(C)(C)C